C(C)(C)(C)C1=C(C(=CC(=C1)C)C(C)(C)C)CC(=O)O 2,6-di-tert-butyl-4-methyl-phenyl-acetic acid